CC1(C2C(N(C(C12)=O)CC1=CC2=NC=CC(=C2S1)C1=NC(=CC(=C1CC1CN(CCO1)C(=O)OC(C)(C)C)C)C(F)(F)F)=O)C Tert-Butyl 2-((2-(2-((6,6-Dimethyl-2,4-Dioxo-3-Azabicyclo[3.1.0]Hexan-3-Yl)Methyl)Thieno[3,2-B]Pyridin-7-Yl)-4-Methyl-6-(Trifluoromethyl)Pyridin-3-Yl)Methyl)Morpholine-4-Carboxylate